N-methacrylamidomethyl-urea C(C(=C)C)(=O)NCNC(=O)N